(2R,3R,4S,5R)-4-[[3-(3,4-Difluorophenyl)-4,5-dimethyl-5-(trifluoromethyl)tetrahydrofuran-2-carbonyl]amino]pyridin-2-carboxamid FC=1C=C(C=CC1F)[C@@H]1[C@@H](O[C@]([C@H]1C)(C(F)(F)F)C)C(=O)NC1=CC(=NC=C1)C(=O)N